FC(C1=NN=C(O1)C1=CC=C(CN2N=NC(=C2)C2=CC=C3NC(C4(NC3=C2)CCNCC4)=O)C=C1)F 7'-(1-(4-(5-(difluoromethyl)-1,3,4-oxadiazol-2-yl)benzyl)-1H-1,2,3-triazol-4-yl)-1',4'-dihydro-3'H-spiro[piperidine-4,2'-quinoxalin]-3'-one